O1C=C(C2=C1C=CC=C2)CC(C)NCC(CO)(F)F 3-((1-(benzofuran-3-yl)propan-2-yl)amino)-2,2-difluoropropan-1-ol